CC(=C)C=1C=C(C=CC1)C(C)(C)NC(O)=O N-[1-{3-(1-methyl-vinyl)-phenyl}-1-methylethyl]carbamic acid